SC=1C=C(C=C(C1)S)CO [3,5-di(mercapto)phenyl]methanol